ethyl 2-methyl-3-oxo-8-phenyl-3,4-dihydroquinoxaline-6-carboxylate CC1=NC2=C(C=C(C=C2NC1=O)C(=O)OCC)C1=CC=CC=C1